C1(CC1)N(C=1N=CC(=NC1)C1=C(C=C(C(=C1)F)C=1C=NNC1)O)[C@@H]1[C@@H]([C@H]2CC[C@@H](C1)N2)F 2-(5-{cyclopropyl[(1R,2R,3S,5S)-2-fluoro-8-azabicyclo[3.2.1]octan-3-yl]amino}pyrazin-2-yl)-4-fluoro-5-(1H-pyrazol-4-yl)phenol